[Cl-].CO[Si](OC)(OC)CCC[N+](C)(C)C N-trimethoxysilylpropyl-N,N,N-trimethyl-ammonium chloride